N[C@H](C1(CCOCC1)C(=O)OC)C1=C(C=C(C(=C1)F)Br)OC methyl (S)-4-(amino(4-bromo-5-fluoro-2-methoxyphenyl)methyl)tetrahydro-2H-pyran-4-carboxylate